C(#N)C=1C=CC2=C(C[C@](O2)(C2=CC=CC=C2)CNC2CCC(CC2)(C)O)C1C1=C(C(=O)NC)C=CC(=C1F)OC ((2S,4R)-5-cyano-2-((((trans)-4-hydroxy-4-methylcyclohexyl)amino)methyl)-2-phenyl-2,3-dihydrobenzofuran-4-yl)-3-fluoro-4-methoxy-N-methylbenzamide